P(OC)(OC)(OC1=CC=C(C=C1)[N+](=O)[O-])=S phosphorothioic acid, O,O-dimethyl O-(4-nitrophenyl) ester